(S)-2-(4-(6-((5-(1,1-difluoroethyl)thiazol-2-yl)methoxy)-5-fluoropyridin-2-yl)-2-fluoro-5-methylbenzyl)-1-(4,4-dimethyltetrahydrofuran-3-yl)-1H-benzo[d]imidazole-6-carboxylic acid FC(C)(F)C1=CN=C(S1)COC1=C(C=CC(=N1)C1=CC(=C(CC2=NC3=C(N2[C@@H]2COCC2(C)C)C=C(C=C3)C(=O)O)C=C1C)F)F